Cl.O1C=CC2=C1C=CC=C2CC(=O)N(C)[C@@H]2[C@H](C[C@]1(CCCO1)CC2)N2C[C@@H](CC2)F 2-(benzofuran-4-yl)-N-((5R,7S,8S)-7-((R)-3-fluoropyrrolidin-1-yl)-1-oxaspiro[4.5]decan-8-yl)-N-methylacetamide hydrochloride